1,1,2-TRIFLUORoETHYLEN FC(=CF)F